trimethylammonium chlorid [Cl-].C[NH+](C)C